2-(4-(4-((5-chloro-3-fluoropyridin-2-yl)oxy)phenyl)pyridin-2-yl)acetic acid ClC=1C=C(C(=NC1)OC1=CC=C(C=C1)C1=CC(=NC=C1)CC(=O)O)F